BrC1=CC=C(C=C1)NS(=O)(=O)C(C)(C)C N-(4-bromophenyl)-2-methylpropane-2-sulfonamide